ClC=1C=CC(=C(C1)C1=C(C(=CC=C1)C[C@@H]1N(CC([C@@H]1NS(=O)(=O)CC)(F)F)C(=O)C1CC1)F)F N-[(2S,3R)-2-[(5'-chloro-2,2'-difluoro[1,1'-biphenyl]-3-yl)methyl]-1-(cyclopropanecarbonyl)-4,4-difluoropyrrolidin-3-yl]ethanesulfonamide